1-(3-((4-((5-(furan-2-yl)-2-((tetrahydrofuran-3-yl)oxy)phenyl)amino)-7-methoxyquinazolin-6-yl)oxy)azetidin-1-yl)prop-2-en-1-one O1C(=CC=C1)C=1C=CC(=C(C1)NC1=NC=NC2=CC(=C(C=C12)OC1CN(C1)C(C=C)=O)OC)OC1COCC1